C(C1=CC=CC=C1)OC=1C=C(C=C(C1)Cl)B(O)O 3-(BENZYLOXY)-5-CHLOROPHENYLBORONIC ACID